tert-butyl (2S,4R)-4-[tert-butyl(dimethyl)silyl]oxy-2-[5-[3-(methylcarbamoyl)phenyl]-1H-imidazol-2-yl]pyrrolidine-1-carboxylate [Si](C)(C)(C(C)(C)C)O[C@@H]1C[C@H](N(C1)C(=O)OC(C)(C)C)C=1NC(=CN1)C1=CC(=CC=C1)C(NC)=O